C(C(C)C)S(=O)(=O)N1CCC(CC1)CC1=CC=2N(C=C1)N=CC2N2C(NC(CC2)=O)=O 1-(5-((1-(isobutylsulfonyl)piperidin-4-yl)methyl)pyrazolo[1,5-a]pyridin-3-yl)dihydropyrimidine-2,4(1H,3H)-dione